4-{2-[2-(azetidin-1-yl)quinolin-7-yl]ethyl}-3-[(tert-butyldiphenylsilyl)oxy]-2-fluorocyclopentyl methanesulfonate CS(=O)(=O)OC1C(C(C(C1)CCC1=CC=C2C=CC(=NC2=C1)N1CCC1)O[Si](C1=CC=CC=C1)(C1=CC=CC=C1)C(C)(C)C)F